ClC=1C=CC=2N=CN=C(C2N1)NC1=C(C(=C(C=C1)OCC1(CCC1)F)Cl)F 6-Chloro-N-(3-chloro-2-fluoro-4-((1-fluorocyclobutyl)methoxy)phenyl)pyrido[3,2-d]pyrimidin-4-amine